ClC1=NC=C(C(=C1)NCC1CCC(CC1)CO)C#CC1(CC1)C ((1r,4r)-4-(((2-chloro-5-((1-methylcyclopropyl)ethynyl)pyridin-4-yl)amino)methyl)cyclohexyl)methanol